(S)-4-(2-(1-(2-(1,3,4-oxadiazol-2-yl)-5-oxa-2-azaspiro[3.4]octan-7-yl)piperidin-4-yl)-5-fluorophenoxy)-2-methylbutan-2-ol O1C(=NN=C1)N1CC2(C1)OC[C@H](C2)N2CCC(CC2)C2=C(OCCC(C)(O)C)C=C(C=C2)F